ClC1=CC=C(C=C1)N1N=C(C(C2=C(C=CC=C12)SC)=O)C(=O)O 1-(4-chlorophenyl)-5-methylsulfanyl-4-oxo-cinnoline-3-carboxylic acid